6-(3-fluorophenyl)-5,6,7,8-tetrahydropyrido[4,3-d]pyrimidine-2,4(1H,3H)-dione FC=1C=C(C=CC1)N1CC2=C(NC(NC2=O)=O)CC1